C1(CC1)OC=1C=C(CNC(C2=C(C=CC(=C2)F)OC)=O)C=CC1B1OC(C(O1)(C)C)(C)C N-(3-cyclopropaneoxy-4-(4,4,5,5-tetramethyl-1,3,2-dioxaborolan-2-yl)benzyl)-5-fluoro-2-methoxybenzamide